CC1(OCC(O1)C1=C2C(=NN(C2=CC=C1)C1=CC=C(C=C1)OC(F)(F)F)C#N)C 4-(2,2-dimethyl-1,3-dioxolan-4-yl)-1-[4-(trifluoromethoxy)phenyl]indazole-3-carbonitrile